C(C)(C)OC=1C=CC(=NC1)C1=NN(C(=N1)NC1=NC=CC=C1C(F)(F)F)COCC[Si](C)(C)C N-(3-(5-Isopropoxypyridin-2-yl)-1-((2-(trimethylsilyl)ethoxy)methyl)-1H-1,2,4-triazol-5-yl)-3-(trifluoromethyl)pyridin-2-amine